5-amino-N-(4-fluoro-3-(trifluoromethyl)phenyl)-3-methylbenzo[d]isoxazole-6-carboxamide NC=1C(=CC2=C(C(=NO2)C)C1)C(=O)NC1=CC(=C(C=C1)F)C(F)(F)F